BrC=1C=C2C(=CNC2=CC1)/C(/C#N)=C\C=1C=NC=CC1OC (E)-2-(5-bromo-1H-indol-3-yl)-3-(4-methoxypyridin-3-yl)acrylonitrile